BrCC=1C=CC(=NC1)[N+](=O)[O-] 5-(bromomethyl)-2-nitro-pyridine